butyl-4-((4-(2-(2-aminopyridin-3-yl)-5-phenyl-3H-imidazo[4,5-b]pyridin-3-yl)benzyl)oxy)piperidine-1-carboxylate C(CCC)OC(=O)N1CCC(CC1)OCC1=CC=C(C=C1)N1C(=NC=2C1=NC(=CC2)C2=CC=CC=C2)C=2C(=NC=CC2)N